BrC=1C=NN(C1)C1CCC(CC1)NC(CC(CC(=O)O)C1=C(C=C(C=C1)[N+](=O)[O-])F)=O 5-[[4-(4-bromopyrazol-1-yl)cyclohexyl]amino]-3-(2-fluoro-4-nitro-phenyl)-5-oxo-pentanoic acid